cyclopenta[b]furan-2,3,3a-triol O1C=2C(C(=C1O)O)(C=CC2)O